ethyl 3-[(6-{3-azabicyclo[3.1.0]hex-3-yl}-2-chloropyridin-3-yl) methyl]-1H-pyrazole-5-carboxylate C12CN(CC2C1)C1=CC=C(C(=N1)Cl)CC1=NNC(=C1)C(=O)OCC